CC(COC1=CC=C(C=C1)C(=O)N1C[C@H](CC1)C1=CC=C(C=C1)F)(CN1N=NN=C1)C (R)-(4-(2,2-dimethyl-3-(1H-tetrazol-1-yl)propoxy)phenyl)(3-(4-fluorophenyl)pyrrolidin-1-yl)methanone